C=C1C[C@H]2[C@H]3CN([C@@H]([C@H]3[C@@H]1C2)C(=O)OC)C(=O)OC(C)(C)C 4-tert-butyl 3-methyl (1S,2S,3S,6R,7S)-9-methylidene-4-azatricyclo[5.2.1.0^{2,6}]decane-3,4-dicarboxylate